Racemic-dimethylsilylbis[2-methyl-4-(4-tert-butylphenyl)-indenyl]hafnium dichloride [Cl-].[Cl-].C[SiH](C)[Hf+2](C1C(=CC2=C(C=CC=C12)C1=CC=C(C=C1)C(C)(C)C)C)C1C(=CC2=C(C=CC=C12)C1=CC=C(C=C1)C(C)(C)C)C